2-{4-[(5aS,8aR)-octahydro-2H-cyclopenta[b][1,4]oxazepin-5-yl]-5H,6H,7H-cyclopenta[d]pyrimidin-2-yl}-4-methylpyridine O1[C@H]2[C@@H](N(CCC1)C=1C3=C(N=C(N1)C1=NC=CC(=C1)C)CCC3)CCC2